C(#N)C1=CC=C(C=C1)C1(CCN(CC1)C(=O)C=1C=CC(=C(C1)NC(=O)NC1COCC1)F)F (5-(4-(4-cyanophenyl)-4-fluoropiperidine-1-carbonyl)-2-fluorophenyl)-3-(tetrahydrofuran-3-yl)urea